[1-(3-bromophenyl)cyclopropyl](4-methyl-1,2,4-triazol-3-yl)methanol BrC=1C=C(C=CC1)C1(CC1)C(O)C1=NN=CN1C